CC1=CC(=NN1)NC1=NC(=C2N=CN(C2=N1)C1CC2CCC(C1)N2CCC#N)N2CCOCC2 3-((3-Exo)-3-(2-((5-methyl-1H-pyrazol-3-yl)amino)-6-morpholino-9H-purin-9-yl)-8-azabicyclo[3.2.1]oct-8-yl)propionitrile